2-(m-Tolyl)benzo[d]oxazole-6-carboxylic acid C1(=CC(=CC=C1)C=1OC2=C(N1)C=CC(=C2)C(=O)O)C